C(C)(C)[C@H]1P([C@@H](CC1)C(C)C)CCP1[C@@H](CC[C@H]1C(C)C)C(C)C 1,2-bis((2S,5S)-2,5-diisopropylphospholan-1-yl)ethane